NC=1C(=NN(C1)C1CCN(CC1)CCN1CCN(CC1)C1=CC=C(C=C1)C1C(NC(CC1)=O)=O)C(F)F 3-[4-[4-[2-[4-[4-amino-3-(difluoromethyl)pyrazol-1-yl]-1-piperidyl]ethyl]piperazin-1-yl]phenyl]piperidine-2,6-dione